CC(COC1=NC=CC=C1C)(C)NC(=O)C1[C@H]2CNC[C@@H]12 (1R,5S,6r)-N-(2-methyl-1-((3-methylpyridin-2-yl)oxy)propan-2-yl)-3-azabicyclo[3.1.0]hexane-6-carboxamide